FC=1C=C(C(=O)NCC2=C(C=CC3=C2N(C=N3)C)OC)C=CC1C(F)(F)F 3-fluoro-N-((6-methoxy-1-methyl-1H-benzimidazol-7-yl)methyl)-4-(trifluoromethyl)benzamide